C([C@H](O)C(C)(C)CO)(=O)C1(O)[C@H](O)[C@@H](O)[C@H](O[C@H]2[C@H](O)[C@@H](O)[C@@H](O)[C@H](O2)CO)[C@H](O1)CO pantoyl-lactose